methyl 1-((2-(2-(2,6-dioxopiperidin-3-yl)-1-oxoisoindolin-5-yl)-3-fluoropyridin-4-yl)methyl)octahydro-6H-pyrrolo[3,4-b]pyridine-6-carboxylate O=C1NC(CCC1N1C(C2=CC=C(C=C2C1)C1=NC=CC(=C1F)CN1C2C(CCC1)CN(C2)C(=O)OC)=O)=O